1-[(2S,3S)-3-(1-Acetyl-4-piperidyl)-2-[2-methyl-3-(trideuteriomethoxy)phenyl]pyrrolidin-1-yl]-2-[3,5-bis(trifluoromethyl)-2-pyridyl]ethanone C(C)(=O)N1CCC(CC1)[C@H]1[C@H](N(CC1)C(CC1=NC=C(C=C1C(F)(F)F)C(F)(F)F)=O)C1=C(C(=CC=C1)OC([2H])([2H])[2H])C